(S)-3-(Hydroxymethyl)-4-(2-(Hydroxymethyl)-4-nitrophenyl)piperazine-1-carboxylic acid tert-butyl ester C(C)(C)(C)OC(=O)N1C[C@H](N(CC1)C1=C(C=C(C=C1)[N+](=O)[O-])CO)CO